F[C@H]1CN(CC[C@H]1NC1=CC=CC=2N1N=C(C2CC(F)(F)F)C#CCNC(=O)C=2N=CN(C2)C(C)C)C N-[3-(7-{[(3S,4R)-3-fluoro-1-methylpiperidin-4-yl]amino}-3-(2,2,2-trifluoroethyl)pyrazolo[1,5-a]pyridin-2-yl)prop-2-yn-1-yl]-1-isopropyl-1H-imidazole-4-carboxamide